methyl (2S)-2-amino-4-[1-(2-cyanoethyl)-1H-1,2,3,4-tetrazol-5-yl]butanoate hydrochloride Cl.N[C@H](C(=O)OC)CCC1=NN=NN1CCC#N